(4-(4-(2,6-difluorobenzyl)-5-oxo-4,5-dihydro-1H-1,2,4-triazol-1-yl)-2-fluorophenoxy)-4-methylisoxazole-3-carbonitrile FC1=C(CN2C=NN(C2=O)C2=CC(=C(OC3=C(C(=NO3)C#N)C)C=C2)F)C(=CC=C1)F